Tert-butyl tridecane-10-carboxylate CCCCCCCCCC(CCC)C(=O)OC(C)(C)C